ClC1=CC=C(C=C1)OC(NC12C(CC(CC1)(CC2)NC(COC2=CC(=C(C=C2)Cl)F)=O)O)=O {4-[2-(4-chloro-3-fluorophenoxy)acetylamino]-2-hydroxybicyclo[2.2.2]oct-1-yl}carbamic acid 4-chlorophenyl ester